C(#N)C1=CN=C2N1C(=CC(=C2)C=2N=NN(C2C)C2CCN(CCC2)C(=O)OC(C)(C)C)O tert-Butyl 4-[4-(3-cyano-5-hydroxy-imidazo[1,2-a]pyridin-7-yl)-5-methyl-triazol-1-yl]azepane-1-carboxylate